C(C#CC)(=O)N1C[C@H](CCC1)C1=C2C(=CNC2=C(C=C1)C(=O)N)C |r| (RS)-4-(1-(but-2-ynoyl)piperidin-3-yl)-3-methyl-1H-indole-7-carboxamide